(3S)-3-({N-[(4-methoxy-1H-indol-2-yl)carbonyl]-L-leucyl}amino)-2-oxo-4-[(3S)-2-oxopyrrolidin-3-yl]butyl 1-methylpiperidine-4-carboxylate, trifluoroacetate salt FC(C(=O)O)(F)F.CN1CCC(CC1)C(=O)OCC([C@H](C[C@H]1C(NCC1)=O)NC([C@@H](NC(=O)C=1NC2=CC=CC(=C2C1)OC)CC(C)C)=O)=O